C1(CC1)CNC1=C2C=C(N=CC2=CC(=N1)C1=C(C(=CC(=C1Cl)OC)OC)Cl)N[C@@H]1[C@H](CN(C1)C=1C=NNC1)C=CC(=O)N (3S,4R)-4-((5-((cyclopropylmethyl)amino)-7-(2,6-dichloro-3,5-dimethoxy-phenyl)-2,6-naphthyridin-3-yl)amino)-1-(1H-pyrazol-4-yl)pyrrolidin-3-acrylamide